1-((2-aminopyridin-4-yl)oxy)propan-2-ol NC1=NC=CC(=C1)OCC(C)O